(cyclopropylmethoxy)cyclohexane-1-carboxylate C1(CC1)COC1(CCCCC1)C(=O)[O-]